C(C)N(C(SC)=O)CC S-methyl N,N-diethylthiocarbamate